ClC=1C(=NC(=NC1)N1[C@H](CN(CC1)C)C)N1CC(C1)C(=O)N(C)CC1=CN=C2N1C=CC=C2 1-{5-chloro-2-[(2S)-2,4-dimethylpiperazin-1-yl]pyrimidin-4-yl}-N-{imidazo[1,2-a]pyridin-3-ylmethyl}-N-methylazetidine-3-carboxamide